3-cyclopentyl-3-(4-(7-((2-(trimethylsilyl)ethoxy)methyl)-7H-pyrrolo[2,3-d]pyrimidin-4-yl)-1H-pyrazol-1-yl)propionitrile C1(CCCC1)C(CC#N)N1N=CC(=C1)C=1C2=C(N=CN1)N(C=C2)COCC[Si](C)(C)C